[(4-hydroxybutyl)azanediyl]-di(hexane-6,1-diyl) bis(2-hexyldecanoate) C(CCCCC)C(C(=O)OCCCCCCN(CCCCCCOC(C(CCCCCCCC)CCCCCC)=O)CCCCO)CCCCCCCC